sodium formamidopropionitrile C(=O)NC(C#N)C.[Na]